5,5-dimethyl-1-(2-morpholinoethyl)-3-((3-(4-(2-(((tetrahydro-2H-pyran-3-yl)methyl)sulfonyl)phenoxy)-3-(trifluoromethyl)phenyl)-1,2,4-oxadiazol-5-yl)methyl)imidazolidine-2,4-dione CC1(C(N(C(N1CCN1CCOCC1)=O)CC1=NC(=NO1)C1=CC(=C(C=C1)OC1=C(C=CC=C1)S(=O)(=O)CC1COCCC1)C(F)(F)F)=O)C